4-(((5s,9s)-7-((4-chloro-2-cyanophenyl)sulfonyl)-2-oxo-1-oxa-3,7-diazaspiro[4.4]non-9-yl)oxy)-2-fluorobenzonitrile ClC1=CC(=C(C=C1)S(=O)(=O)N1C[C@@]2(CNC(O2)=O)[C@H](C1)OC1=CC(=C(C#N)C=C1)F)C#N